C1(=CCCCC1)C(C)=O 1-(1-cyclohexen-1-yl)-ethanone